N1=CN=CC=2C(=CC=CC12)N quinazolin-5-amine